ClC1=C(C(=CC(=C1)C(C(C(F)(F)F)(F)F)(C(F)(F)F)F)C#N)NC(=O)C=1C=CC(=C(C1)NC(C1=C(C=C(C=C1)C#N)C)=O)C#N N-[5-[[2-chloro-6-cyano-4-[1,2,2,3,3,3-hexafluoro-1-trifluoromethylpropyl]phenyl]carbamoyl]-2-cyanophenyl]-4-cyano-2-methylbenzamide